CC1=CC=CC(=N1)N 6-Methylpyridin-2-Amine